BrC1=CC(=C(C(=O)NC[C@@H](C)O[Si](C)(C)C(C)(C)C)C=C1)C (R)-4-bromo-N-(2-(tert-butyldimethylsilyloxy)propyl)-2-methylbenzamide